1-((R)-2-(4-chloro-2,5-difluorobenzamido)-3-cyclohexylpropanoyl)-4-(5-(2-hydroxypropan-2-yl)-1H-1,2,3-triazol-1-yl)pyrrolidine-2-carboxamide ClC1=CC(=C(C(=O)N[C@@H](C(=O)N2C(CC(C2)N2N=NC=C2C(C)(C)O)C(=O)N)CC2CCCCC2)C=C1F)F